Trifluorothymin FC(C=1C(NC(NC1)=O)=O)(F)F